3-((1-butyl-1H-tetrazol-5-yl)(4-(2-methoxyphenyl)piperazin-1-yl)methyl)phenol C(CCC)N1N=NN=C1C(C=1C=C(C=CC1)O)N1CCN(CC1)C1=C(C=CC=C1)OC